5-methyl-2-(1-methylethyl)-1-hexanol 1-acetate C(C)(=O)OCC(CCC(C)C)C(C)C